C(#N)CNC(C1=CC=C(C=C1)C1=NC(=NC=C1C)NC1=CC=C(C=C1)N1C(COCC1)=O)=O N-(Cyanomethyl)-4-(5-methyl-2-((4-(3-oxomorpholino)phenyl)amino)pyrimidin-4-yl)benzamide